tert-butyl (3S)-3-(hydroxymethyl)piperazine-1-carboxylate OC[C@@H]1CN(CCN1)C(=O)OC(C)(C)C